(R)-6-(4-(2-(benzyloxy)phenyl)piperidin-1-yl)-2-(pyrimidin-5-yl)-2-azaspiro[3.4]octane C(C1=CC=CC=C1)OC1=C(C=CC=C1)C1CCN(CC1)[C@H]1CC2(CN(C2)C=2C=NC=NC2)CC1